tert-butyl(2-amino-4-methyl-5-(4-(pyrrolidin-1-yl)piperidin-1-yl)phenyl)carbamate C(C)(C)(C)OC(NC1=C(C=C(C(=C1)N1CCC(CC1)N1CCCC1)C)N)=O